(5aR,5bS,7aS,10aS,10bR)-5a,7a-dimethyl-2-((piperidin-1-yl)amino)-4,5,5a,5b,6,7,7a,9,10,10a,10b,11,12,12a-tetradecahydro-8H-cyclopenta[7,8]phenanthro[2,1-d]thiazol-8-one C[C@@]12CCC=3N=C(SC3C2CC[C@H]2[C@H]3[C@](CC[C@H]12)(C(CC3)=O)C)NN3CCCCC3